C1(CCCC1)SC1=NC=CC=C1C1=CC(=C(C(=C1)F)C(CCCCC(=O)O)C)F 6-[4-(2-cyclopentylsulfanyl-pyridin-3-yl)-2,6-difluoro-phenyl]-heptanoic acid